dimethyl (2S,4R)-4-(2-(aminomethyl)phenoxy)pyrrolidine-2,4-dicarboxylate NCC1=C(O[C@@]2(C[C@H](NC2)C(=O)OC)C(=O)OC)C=CC=C1